pentaerythritol Diphosphite OP(O)OP(O)O.OCC(CO)(CO)CO